Z-pyrrolo[3,2-c]pyridine-6-carboxamide hydrochloride Cl.N=1C=CC2=CN=C(CC21)C(=O)N